(2R,3R)-but-2,3-diylbis(4-methylbenzene-1-sulfonate) C[C@H]([C@@H](C)C1=C(C=CC(=C1)C)S(=O)(=O)[O-])C1=C(C=CC(=C1)C)S(=O)(=O)[O-]